ethylene glycol bis[3,3-bis(3-t-butyl-4-hydroxyphenyl) butyrate] C(C)(C)(C)C=1C=C(C=CC1O)C(CC(=O)OCCOC(CC(C)(C1=CC(=C(C=C1)O)C(C)(C)C)C1=CC(=C(C=C1)O)C(C)(C)C)=O)(C)C1=CC(=C(C=C1)O)C(C)(C)C